4-Oxo-3-(2-(trifluoromethoxy)ethyl)-3,4-dihydroimidazo[5,1-d][1,2,3,5]tetrazine-8-carbonyl Chloride O=C1N2C(N=NN1CCOC(F)(F)F)=C(N=C2)C(=O)Cl